CC1=CC=C(C=C1)[S@](=O)OCC Ethyl (R)-4-methylbenzenesulfinate